C1=CC=CC=2C3=CC=CC=C3C(C12)COC(=O)N([C@@H](CC(=O)OC)C(=O)OCC1=CC=CC=C1)C 1-benzyl 4-methyl N-(((9H-fluoren-9-yl)methoxy)carbonyl)-N-methyl-L-aspartate